FC1=C(N=CC2=C1N=C(N=C2O)OC[C@]21CCCN1C[C@@H](C2)F)C2=CC(=CC1=CC=C(C(=C21)C#C[Si](C(C)C)(C(C)C)C(C)C)F)OCOC 8-fluoro-7-(7-fluoro-3-(methoxymethoxy)-8-((triisopropylsilyl)ethynyl)-naphthalen-1-yl)-2-(((2R,7aS)-2-fluorotetrahydro-1H-pyrrolizin-7a(5H)-yl)methoxy)pyrido[4,3-d]pyrimidin-4-ol